(acetylacetate) Iridium (III) [Ir+3].C(C)(=O)CC(=O)[O-].C(C)(=O)CC(=O)[O-].C(C)(=O)CC(=O)[O-]